C[C@]12CC[C@H]3[C@H]([C@@H]1CC[C@@H]2C=CO)CCC4[C@@]3(CCCC4)C pregnenol